(2R)-N-(4-(tert-butyl)phenyl)-N-(2-(cyclohexylamino)-2-oxo-1-(pyridin-3-yl)ethyl)-2-methylazetidine-2-carboxamide C(C)(C)(C)C1=CC=C(C=C1)N(C(=O)[C@@]1(NCC1)C)C(C(=O)NC1CCCCC1)C=1C=NC=CC1